(R)-(4-(4-(1-(3-(difluoromethyl)-2-fluorophenyl)ethylamino)cinnolin-6-yl)-5,6-dihydropyridine-1(2H)-yl)(oxetane-3-yl)methanone FC(C=1C(=C(C=CC1)[C@@H](C)NC1=CN=NC2=CC=C(C=C12)C1=CCN(CC1)C(=O)C1COC1)F)F